ClC=1C(=C2C(=NC1)NC(=N2)C2=CC=C(C=C2)N2CCN(CC2)CCCCOC)NC2CCN(CC2)CC 6-Chloro-N-(1-ethylpiperidin-4-yl)-2-{4-[4-(4-methoxybutyl)piperazin-1-yl]phenyl}-3H-imidazo[4,5-b]pyridin-7-amine